N-(5-Chloro-2-methyl-6-(2H-1,2,3-triazol-2-yl)pyridin-3-yl)-1-(7-methyl-pyrazolo[1,5-a]pyridin-4-yl)-5-(trifluoromethyl)-1H-pyrazol-4-carboxamid ClC=1C=C(C(=NC1N1N=CC=N1)C)NC(=O)C=1C=NN(C1C(F)(F)F)C=1C=2N(C(=CC1)C)N=CC2